4-bromo-2-((2-chloro-4-nitrophenyl)carbamoyl)phenyl piperazine-1-carboxylate N1(CCNCC1)C(=O)OC1=C(C=C(C=C1)Br)C(NC1=C(C=C(C=C1)[N+](=O)[O-])Cl)=O